FC1=C(C=CC(=C1)N)N(C)C 2-fluoro-N1,N1-dimethylbenzene-1,4-diamine